triethyl-(2-ethoxyethyl)phosphonium C(C)[P+](CCOCC)(CC)CC